ClC1=CC(=C(C=N1)S(=O)(=O)N1CCC(CC1)(C(=O)N[C@@H](C)\C=C/S(=O)(=O)C)F)C1=C(C=CC(=C1)OC)Cl (S,Z)-1-((6-chloro-4-(2-chloro-5-methoxyphenyl)pyridin-3-yl)sulfonyl)-4-fluoro-N-(4-(methylsulfonyl)but-3-en-2-yl)piperidine-4-carboxamide